F[C@@H]1[C@@H]([C@@H](N(C1)C(C(C)C)=O)CC=1C(=C(C=CC1)C1=CC(=CC(=C1)F)F)F)NS(=O)(=O)CC N-{(2S,3R,4S)-4-fluoro-1-(2-methyl-propanoyl)-2-[(2,3',5'-trifluoro[1,1'-biphenyl]-3-yl)methyl]pyrrolidin-3-yl}-ethanesulfonamide